C(C=C)(=O)NC[C@@H](CCC(=O)O)N1C(N(C=2C(=NC=CC21)N)C2=CC=C(C=C2)OC2=CC=CC=C2)=O (R)-5-acrylamido-4-(4-amino-2-oxo-3-(4-phenoxyphenyl)-2,3-dihydro-1H-imidazo[4,5-c]pyridin-1-yl)pentanoic acid